3-(methylthio)-1-(4-nitrophenyl)prop-2-en-1-one CSC=CC(=O)C1=CC=C(C=C1)[N+](=O)[O-]